FC1=C(C=CC(=C1)C1=NC=NN2C1=CC(=C2)C=C)CNC(OC(C)(C)C)=O tert-butyl N-[[2-fluoro-4-(6-vinylpyrrolo[2,1-f][1,2,4]triazin-4-yl)phenyl]methyl]carbamate